2-((4-bromo-2-chloro-5-fluorobenzyl)oxy)-5-fluoropyridine BrC1=CC(=C(COC2=NC=C(C=C2)F)C=C1F)Cl